(R)-4-(4-bromo-2,3-difluorophenyl)-3,3-difluoropiperidine BrC1=C(C(=C(C=C1)[C@@H]1C(CNCC1)(F)F)F)F